1,3,2-Benzodioxabismole O1[BiH]OC2=C1C=CC=C2